(2R)-3-(2,3,3a,7a-tetrahydro-1H-inden-2-ylcarbamoylamino)-2-[[2,6-dichloro-4-(3-phenylpyrrolidin-1-yl)benzoyl]amino]propanoic acid C1C(CC2C=CC=CC12)NC(=O)NC[C@H](C(=O)O)NC(C1=C(C=C(C=C1Cl)N1CC(CC1)C1=CC=CC=C1)Cl)=O